N-(3-chloro-4-methylphenyl)-2-((2-(2,6-dioxopiperidin-3-yl)-3-oxoisoindolin-5-yl)oxy)acetamide ClC=1C=C(C=CC1C)NC(COC=1C=C2C(N(CC2=CC1)C1C(NC(CC1)=O)=O)=O)=O